3-(Hydroxymethyl)-N-(4-methyl-1,1-dioxidotetrahydro-2H-thiopyran-4-yl)-5-((3-(2,2,2-trifluoroethoxy)pyridin-2-yl)oxy)pyrazolo[1,5-a]pyridine-2-carboxamide OCC=1C(=NN2C1C=C(C=C2)OC2=NC=CC=C2OCC(F)(F)F)C(=O)NC2(CCS(CC2)(=O)=O)C